[C@H]12CC(C[C@H](CC1)N2)OC=2C(=CC(=NC2)C#N)C2=CC=1N(C=C2)N=C(C1)NC(=O)C1CC1 (3-endo)-N-(5-(5-(((1R,3r,5S)-8-azabicyclo[3.2.1]octan-3-yl)oxy)-2-cyanopyridin-4-yl)pyrazolo[1,5-a]pyridin-2-yl)cyclopropanecarboxamide